6-(5-chloro-2-{[(1S,3S)-3-hydroxycyclopentyl]amino}pyrimidin-4-yl)-1-oxo-2,3-dihydro-1H-isoindol-2-yl-N-[(1S)-1-(3-fluoro-5-methoxyphenyl)-2-hydroxyethyl]propanamide ClC=1C(=NC(=NC1)N[C@@H]1C[C@H](CC1)O)C1=CC=C2CN(C(C2=C1)=O)C(C(=O)N[C@H](CO)C1=CC(=CC(=C1)OC)F)C